2-oxo-propionic acid sodium salt [Na+].O=C(C(=O)[O-])C